ClSC=1C=CC(=CC1)C(C#N)=C1CCN(CC1)C(=O)N1CCC(CC1)O 2-(5-Chlorothiobenzene-2-yl)-2-(1-(4-hydroxy-piperidine-1-carbonyl)piperidin-4-ylidene)acetonitrile